CN1C(=NN=C1)C1CCN(CC1)C1=C(C#N)C=CC=C1C=1C=NC=CC1 2-[4-(4-methyl-4H-1,2,4-triazol-3-yl)piperidin-1-yl]-3-(pyridin-3-yl)benzonitrile